N-(5-(2-(((1r,4r)-4-aminocyclohexyl)amino)-8-propylquinazolin-6-yl)-1-methyl-1H-pyrazol-3-yl)-2-chlorobenzenesulfonamide NC1CCC(CC1)NC1=NC2=C(C=C(C=C2C=N1)C1=CC(=NN1C)NS(=O)(=O)C1=C(C=CC=C1)Cl)CCC